(R)-2-(3-methylpyrrolidin-1-yl)ethanamine C[C@H]1CN(CC1)CCN